1-(11Z-eicosenoyl)-2-(5Z,8Z,11Z,14Z-eicosatetraenoyl)-glycero-3-phospho-(1'-sn-glycerol) CCCCCCCC/C=C\CCCCCCCCCC(=O)OC[C@H](COP(=O)(O)OC[C@H](CO)O)OC(=O)CCC/C=C\C/C=C\C/C=C\C/C=C\CCCCC